((3S,4R)-3-fluoropiperidin-4-yl)-2-(3-((2-methoxy-4-(methylsulfonyl)phenyl)amino)prop-1-yn-1-yl)-1-(2,2,2-trifluoroethyl)-1H-indol-4-amine F[C@@H]1CNCC[C@@H]1C1=C(N(C=2C=CC=C(C12)N)CC(F)(F)F)C#CCNC1=C(C=C(C=C1)S(=O)(=O)C)OC